3-(2-amino-1-(3-chlorophenyl)ethyl)-7-(5-(trifluoromethyl)-1H-pyrazol-4-yl)quinazolin-4(3H)-one NCC(C1=CC(=CC=C1)Cl)N1C=NC2=CC(=CC=C2C1=O)C=1C=NNC1C(F)(F)F